N[C@H]1CN(C[C@@H](C1)F)C(=O)C=1C=C(C=2N(C1)N=C(C2C)C=2N(C1=CC(=CC=C1C2)C=2C=C(C=CC2)CNS(=O)(=O)C)CC2CC2)OC N-{[3-(2-{6-[(3R,5R)-3-Amino-5-fluoropiperidine-1-carbonyl]-4-methoxy-3-methylpyrazolo[1,5-a]pyridin-2-yl}-1-(cyclopropylmethyl)-1H-indol-6-yl)phenyl]methyl}methanesulfonamide